N-(2-chloro-3-(3-chloro-2-(4-((((R)-2-hydroxypropyl)amino)methyl)-3-methoxyphenyl)pyridin-4-yl)phenyl)-5-((((S)-2-hydroxypropyl)amino)methyl)picolinamide ClC1=C(C=CC=C1C1=C(C(=NC=C1)C1=CC(=C(C=C1)CNC[C@@H](C)O)OC)Cl)NC(C1=NC=C(C=C1)CNC[C@H](C)O)=O